5-chloro-N2-(2-methoxy-5-methyl-4-(4-(4-methylpiperazin-1-yl)piperidin-1-yl)phenyl)-N4-(1-methylindolin-6-yl)pyrimidine-2,4-diamine ClC=1C(=NC(=NC1)NC1=C(C=C(C(=C1)C)N1CCC(CC1)N1CCN(CC1)C)OC)NC1=CC=C2CCN(C2=C1)C